SCCC(=O)O.SCCC(=O)O.SCCC(=O)O.OCCCC hydroxymethylpropane tri(3-mercaptopropionate)